O=C1N(CCC(N1)=O)C1=NN(C2=CC(=CC=C12)N1CCN(CC1)CC1CCN(CC1)C(=O)OC(C)(C)C)C tert-butyl 4-((4-(3-(2,4-dioxotetrahydropyrimidin-1(2H)-yl)-1-methyl-1H-indazol-6-yl)piperazin-1-yl)methyl)piperidine-1-carboxylate